C1(CC1)S(=O)(=O)N1N=CC(=C1)C1=NC=CC(=N1)C1(NC=C(C(=C1)NC1CCC(CC1)F)C1=NC=C(N=C1)OC1COCC1)N 2-(2-(1-(Cyclopropylsulfonyl)-1H-pyrazol-4-yl)pyrimidin-4-yl)-N4-((1s,4s)-4-fluorocyclohexyl)-5-(5-((tetrahydrofuran-3-yl)oxy)pyrazin-2-yl)pyridine-2,4-diamine